ClC=1C=CC(=C2C(CCOC12)C=1N=CC2=C(N1)N=C(C=C2C)C)F (8-chloro-5-fluorochroman-4-yl)-5,7-dimethylpyrido[2,3-d]pyrimidine